CC(CC)=O 2-butanone